C(CCCCC#C)OC1CCN(CC1)C(=O)OC(C)(C)C tert-butyl 4-hept-6-ynoxypiperidine-1-carboxylate